ClC1=C(C=C(C(=O)O)C=C1)C1=C(N(C=2C1=NC=C(C2)C=2C(=NOC2C)C)[C@@H](C)C2=NC=CC=C2)C(F)(F)F (S)-4-chloro-3-(6-(3,5-dimethylisoxazol-4-yl)-1-(1-(pyridin-2-yl)ethyl)-2-(trifluoromethyl)-1H-pyrrolo[3,2-b]pyridin-3-yl)benzoic acid